FC=1C=C(C#N)C=CC1N1CC=2N(CC1)C(=NC2)C2=CC=C(C=C2)CO 3-fluoro-4-(3-(4-(hydroxymethyl)phenyl)-5,6-dihydroimidazo[1,5-a]pyrazin-7(8H)-yl)benzonitrile